tert-butyl 3-(5-(3-cyano-6-hydroxy pyrazolo[1,5-a]pyridine-4-yl) pyridin-2-yl)-3,6-diazabicyclo[3.1.1]heptan-6-carboxylate C(#N)C=1C=NN2C1C(=CC(=C2)O)C=2C=CC(=NC2)N2CC1N(C(C2)C1)C(=O)OC(C)(C)C